ClCC1=CC=C(C=N1)C=1N=CSC1 4-(6-(chloromethyl)pyridin-3-yl)thiazole